C1(CC1)C1=NN(C(=C1C(F)(F)F)C(=O)NC1=CC(=NC=C1)S(=O)(=N)C)CC12CCC(C2C1)(F)F 3-cyclopropyl-1-((4,4-difluorobicyclo[3.1.0]hexan-1-yl)methyl)-N-(2-(S-methylsulfonimidoyl)pyridin-4-yl)-4-(trifluoromethyl)-1H-pyrazole-5-carboxamide